O1CCOC2=C1C=CC=C2C2=CC=C(C(=N2)OC)NC2=CC=C(C=C2)CN2CCN(CC2)CC=2C=NC=CC2 [6-(2,3-Dihydro-benzo[1,4]dioxin-5-yl)-2-methoxy-pyridin-3-yl]-[4-(4-pyridin-3-ylmethyl-piperazin-1-ylmethyl)-phenyl]-amine